10-Bromo-7,8-dichloro-1-methyl-6-(2,2,2-trifluoroethyl)-3,4,5,6-tetrahydroazepino[4,5-b]indol-2(1H)-one BrC=1C=2C3=C(N(C2C(=C(C1)Cl)Cl)CC(F)(F)F)CCNC(C3C)=O